tert-butyl (5-(4-((1-(tert-butyl)-3-((1S,3R)-3-((tert-butyldimethylsilyl)oxy)cyclopentyl)-1H-pyrazol-5-yl)amino)pyridin-2-yl)pent-4-yn-1-yl)carbamate C(C)(C)(C)N1N=C(C=C1NC1=CC(=NC=C1)C#CCCCNC(OC(C)(C)C)=O)[C@@H]1C[C@@H](CC1)O[Si](C)(C)C(C)(C)C